N-(6-((6'-oxo-5',6'-dihydrospiro[cyclohexane-1,4'-thieno[2,3-c]pyrrol]-2'-yl)amino)pyrimidin-4-yl)benzamide O=C1NC2(C3=C1SC(=C3)NC3=CC(=NC=N3)NC(C3=CC=CC=C3)=O)CCCCC2